FC1=C(C=CC(=C1)F)C1=CC(=NO1)C(=O)NC1(CNC1)CC(NC1(CC1)C1=NC=CC=N1)=O 5-(2,4-difluorophenyl)-N-(3-(2-oxo-2-((1-(pyrimidin-2-yl)cyclopropyl)amino)ethyl)azetidin-3-yl)isoxazole-3-carboxamide